1-(2-{[(2R,7aS)-2-fluoro-hexahydro-1H-pyrrolizin-7a-yl]methoxy}-7-(8-ethynyl-7-fluoro-3-hydroxynaphthalen-1-yl)-8-fluoroquinazolin-4-yl)piperidine-4-carbonitrile F[C@@H]1C[C@@]2(CCCN2C1)COC1=NC2=C(C(=CC=C2C(=N1)N1CCC(CC1)C#N)C1=CC(=CC2=CC=C(C(=C12)C#C)F)O)F